ClC1=NC(=NC=C1Cl)NC1=NC(=NC=C1)C 4,5-dichloro-N-(2-methylpyrimidin-4-yl)pyrimidin-2-amine